C1(CCC1)CNCC=1NC2=CC(=CC=C2C1)CN1C(C2=CN=CC(=C2C=C1)N1CCC(CC1)OC)=O 2-[[2-[(cyclobutylmethylamino)methyl]-1H-indol-6-yl]methyl]-5-(4-methoxy-1-piperidyl)-2,7-naphthyridin-1-one